COC=1C(C2C(N(C1C1=CC=C(C=C1)OCCCN1CCCCC1)C)C=CS2)=O 6-methoxy-4-methyl-5-(4-(3-(piperidin-1-yl)propoxy)phenyl)-3a,7a-dihydrothieno[3,2-b]pyridin-7(4H)-one